[Si](C)(C)(C(C)(C)C)OC1CCC(CC1)O 4-[tert-butyl(dimethyl)silyl]oxycyclohexanol